6-formyl-5-nitronicotinic acid ethyl ester C(C)OC(C1=CN=C(C(=C1)[N+](=O)[O-])C=O)=O